COC(C[C@@H](C#N)C1=CC=C(C=C1)C)=O (R)-3-(4-tolyl)-3-cyanopropionic acid methyl ester